CN1N=CC2=CC=C(C=C12)C=1C2=C(NN1)C1=C(C2)SC(=C1)C1=CC=C(CN2CCOCC2)C=C1 4-(4-(3-(1-methyl-1H-indazol-6-yl)-1,4-dihydro-thieno[2',3':4,5]cyclopenta[1,2-c]pyrazol-6-yl)benzyl)morpholine